methylthieno[3,2-b]pyridin-7-amine CC1=CC2=NC=CC(=C2S1)N